5-(4-Benzyloxy-6-chloro-2-methyl-3-pyridinyl)-3-methyl-1,2,4-oxadiazole C(C1=CC=CC=C1)OC1=C(C(=NC(=C1)Cl)C)C1=NC(=NO1)C